(R)-N-(2-Fluoro-5-(((R)-tetrahydrofuran-3-yl)oxy)benzylidene)-2-methylpropane-2-sulfinamide FC1=C(C=N[S@](=O)C(C)(C)C)C=C(C=C1)O[C@H]1COCC1